8-(3-methoxy-3-oxo-propyl)chromane-3-carboxylic acid COC(CCC=1C=CC=C2CC(COC12)C(=O)O)=O